ClC=1C=C(C=CC1)COC1=NC(=CN=C1)N1CCNCC1 2-[(3-chlorophenyl)methoxy]-6-(1-piperazinyl)pyrazine